FC=1C(=C(C=CC1F)[C@H]1[C@@H](O[C@](C1)(C(F)(F)F)C)C(=O)NC1=CC(=NC=C1)C(=O)N)O |o1:8,9,11| rel-4-((2R,3S,5R)-3-(3,4-difluoro-2-hydroxyphenyl)-5-methyl-5-(trifluoromethyl)tetrahydrofuran-2-carboxamido)picolinamide